C(CCCCCC)(=O)OCCOCCOCCOCCOC(CCCCCC)=O tetraethylene glycol di(n-heptanoate)